3-chloro-1-propyltriethoxysilane ClCCC[Si](OCC)(OCC)OCC